[O-]P([O-])(=O)OP(=O)([O-])[O-].[Ti+4].[Zr+4].[O-]P([O-])(=O)OP(=O)([O-])[O-] zirconium titanium pyrophosphate